3-(2,5-dihydroxy-3-sulfobenzamido)benzoic acid OC1=C(C(=O)NC=2C=C(C(=O)O)C=CC2)C=C(C=C1S(=O)(=O)O)O